CC1=CC=CC=2N(CC(OC21)C(F)(F)F)C(=O)C2=CC(=CC=C2)N2N=CN=C2 [8-methyl-2-(trifluoromethyl)-2,3-dihydro-1,4-benzoxazin-4-yl]-[3-(1,2,4-triazol-1-yl)phenyl]methanone